4-((3-(dimethylamino)pyrrolidin-1-yl)methyl)-1H-pyrazole CN(C1CN(CC1)CC=1C=NNC1)C